(6-Methoxychroman-3-yl)-[6-(5-methoxy-1H-pyrazol-4-yl)-1-[[(1R)-1-methylazetidin-2-yl]methyl]indol-3-yl]methanone COC=1C=C2CC(COC2=CC1)C(=O)C1=CN(C2=CC(=CC=C12)C=1C=NNC1OC)CC1N(CC1)C